Br.BrCCN bromoethyl-ammonia hydrobromide